neodymium (1-methylheptyl) ((1-methylheptyl) phosphonate) CC(CCCCCC)P(OC(CCCCCC)C)([O-])=O.[Nd+3].CC(CCCCCC)OP([O-])(=O)C(CCCCCC)C.CC(CCCCCC)OP([O-])(=O)C(CCCCCC)C